C1C(CC12CCNCC2)N2CCC=1C=C(C=NC1C2)C(=O)OCC ethyl 7-(7-azaspiro[3.5]nonan-2-yl)-5,6,7,8-tetrahydro-1,7-naphthyridine-3-carboxylate